C[N+](C)(C)CCCCl (trimethylammonio)propyl chloride